COC1=NC=CC=C1COC=1C=CC2=C(C(=C(S2)C)C(=O)N[C@H](C(=O)N)C)C1 (2S)-2-({5-[(2-methoxypyridin-3-yl)methoxy]-2-methyl-1-benzothiophen-3-yl}formamido)propanamide